N-(2-{[4-(4-methylpiperazin-1-yl)phenyl]amino}-5-[2-(triisopropylsilyl)ethynyl]pyrido[2,3-d]pyrimidin-7-yl)-1,3-dihydroisoindole-2-carboxamide CN1CCN(CC1)C1=CC=C(C=C1)NC=1N=CC2=C(N1)N=C(C=C2C#C[Si](C(C)C)(C(C)C)C(C)C)NC(=O)N2CC1=CC=CC=C1C2